C\C(=C/CC1=C(C=C(C(=C1O)C=1C=NC=NC1)CCCCC)O)\CCC=C(C)C (E)-2-(3,7-dimethylocta-2,6-dien-1-yl)-5-pentyl-4-(pyrimidin-5-yl)benzene-1,3-diol